C(CCCCCCC)C(CN1C2=C(C3=C1C=CS3)SC=C2)CCCCCCCCCC 4-(2-octyl-dodecyl)-4H-dithieno[3,2-b:2',3'-d]pyrrole